(S)-7-(1-(4-amino-3-(2-isopropoxythiazol-5-yl)-1H-pyrazolo[3,4-d]pyrimidin-1-yl)ethyl)-6-(3-fluorophenyl)-3-methyl-5H-thiazolo[3,2-a]pyridin-5-one NC1=C2C(=NC=N1)N(N=C2C2=CN=C(S2)OC(C)C)[C@@H](C)C=2C=C1N(C(C2C2=CC(=CC=C2)F)=O)C(=CS1)C